(1-(2-(1,1-difluoroethyl)pyrimidin-4-yl)-3-(3-methyl-4-(methylamino)pyrrolidin-1-yl)-1H-pyrazolo[4,3-c]pyridin-6-yl)acetamide trifluoroacetate FC(C(=O)O)(F)F.FC(C)(F)C1=NC=CC(=N1)N1N=C(C=2C=NC(=CC21)CC(=O)N)N2CC(C(C2)NC)C